7-(2-(5-((4-(3-Amino-2-hydroxypropyl)-6-fluoro-1H-indol-5-yl)oxy)-2-fluorophenyl)-1H-imidazol-5-yl)-7-(3-iodophenyl)octanoic acid NCC(CC1=C2C=CNC2=CC(=C1OC=1C=CC(=C(C1)C=1NC(=CN1)C(CCCCCC(=O)O)(C)C1=CC(=CC=C1)I)F)F)O